O1C(=NC=C1)C=1C(=NC=CN1)C(=O)NCC1COCCC1 (Oxazol-2-yl)-N-((tetrahydro-2H-pyran-3-yl)methyl)pyrazine-2-carboxamide